6-chloro-5-methyl-1,2,4-triazine ClC1=C(N=CN=N1)C